[1-(difluoromethyl)-4-methyl-2-(4-methylsulfonylphenyl)pyrrolo[3,2-c]pyridin-6-yl]benzaldehyde FC(N1C(=CC=2C(=NC(=CC21)C2=C(C=O)C=CC=C2)C)C2=CC=C(C=C2)S(=O)(=O)C)F